BrC=1C(=CC(=NC1)Cl)C(=O)[O-] 5-bromo-2-chloropyridine-4-carboxylate